ethyl 3-(2-(hydroxymethyl)-1-(((S)-oxetan-2-yl) methyl)-1H-imidazol-5-yl)-2-methylpropionate OCC=1N(C(=CN1)CC(C(=O)OCC)C)C[C@H]1OCC1